C(=O)(OC(C)(C)C)N1CCC(CC1)(C(=O)O)C=1C=NC=CC1Cl 1-Boc-4-(4-chloropyridin-3-yl)piperidine-4-carboxylic acid